N1=C2C(=CC=C1N)CCOC2 6,8-dihydro-5H-pyrano[3,4-b]pyridin-2-amine